FC=1C=C(C(=O)NCC2(COC2)C)C=CC1C#CC1=C(C=CC=C1)F 3-fluoro-4-((2-fluorophenyl)ethynyl)-N-((3-methyloxetan-3-yl)methyl)benzamide